S1C=NC2=C1C=C(C=C2)S(=O)(=O)N2CC1=C(C2)CN(C1)C(=O)NCC=1SC=CN1 5-(1,3-Benzothiazole-6-sulfonyl)-N-(1,3-thiazol-2-ylmethyl)-1H,2H,3H,4H,5H,6H-pyrrolo[3,4-c]pyrrole-2-carboxamide